2-((4-{2-[(4-Chloro-2-fluorobenzyl)oxy]pyrimidin-4-yl}piperidin-1-yl)methyl)-1-[(2S)-oxetan-2-ylmethyl]-1H-benzimidazol ClC1=CC(=C(COC2=NC=CC(=N2)C2CCN(CC2)CC2=NC3=C(N2C[C@H]2OCC2)C=CC=C3)C=C1)F